C(C)(C)(C)N1N=C(C(=C1C)O)C1=C(C=C(C=C1CC)CC)CC 1-(tert-Butyl)-3-(2,4,6-triethylphenyl)-5-methyl-pyrazol-4-ol